C1(C(C=CC=C1)C)(C)S(=O)(=O)O.C(C1=CC=CC=C1)OC([C@H](CSSC[C@@H](C(=O)OCC1=CC=CC=C1)N)N)=O l-cystine dibenzyl ester xylenesulfonate